BrC=1C=C(C=CC1)C1(CC(C1)(F)F)C#N 1-(3-bromophenyl)-3,3-difluorocyclobutanecarbonitrile